[4-[tert-butyl-(dimethyl)silyl]oxyanilino]-1-(2-methoxyethyl)-5-methyl-pyrrole-2-carbonitrile C(C)(C)(C)[Si](OC1=CC=C(NC2=C(N(C(=C2)C)CCOC)C#N)C=C1)(C)C